C(C)(C)(C)OC(=O)NCC1(CCN(CC1)C=1N=CC(=NC1)SC=1C(=C(C=CC1)NC1CN(C1)C(=O)OCC1C2=CC=CC=C2C=2C=CC=CC12)Cl)C (9H-Fluoren-9-yl)methyl 3-((3-((5-(4-(((tert-butoxycarbonyl)amino)methyl)-4-methylpiperidin-1-yl)pyrazin-2-yl)thio)-2-chlorophenyl)amino)azetidine-1-carboxylate